(4-(methylcarbamoyl)phenyl)boronic acid CNC(=O)C1=CC=C(C=C1)B(O)O